C(CCC)(=O)O[C@@H]1[C@@](O[C@H]([C@@H]1OC(CCC)=O)C1=CC=C2C(=NC=NN21)N)(C#N)COP(=O)(N[C@H](C(OC)=O)C)N[C@H](C(=O)OC)C (2R,3S,4S,5S)-5-(4-Aminopyrrolo[2,1-f][1,2,4]triazin-7-yl)-2-(((bis(((S)-1-methoxy-1-oxopropan-2-yl)amino)phosphoryl)oxy)methyl)-2-cyanotetrahydrofuran-3,4-diyl dibutyrate